7-((2R,4S)-2-(1-cyclopropyl-1H-pyrazol-4-yl)tetrahydro-2H-pyran-4-yl)-5-(2-fluoro-4-(trifluoromethyl)phenyl)-2,3-dimethylpyrido[3,4-b]pyrazine C1(CC1)N1N=CC(=C1)[C@@H]1OCC[C@@H](C1)C1=CC=2C(=NC(=C(N2)C)C)C(=N1)C1=C(C=C(C=C1)C(F)(F)F)F